6-chloro-2-[2-(3-chloro-2-pyridyl)-5-[[5-(trifluoromethyl)tetrazol-2-yl]methyl]pyrazol-3-yl]-8-methyl-3,1-benzoxazin-4-one ClC=1C=C(C2=C(C(OC(=N2)C=2N(N=C(C2)CN2N=C(N=N2)C(F)(F)F)C2=NC=CC=C2Cl)=O)C1)C